N-ethyl-N'-(2-fluoro-5-methyl-4-(3-((2-(trifluoromethoxy)benzyl)oxy)oxetan-3-yl)phenyl)-N-methylformimidamide C(C)N(C=NC1=C(C=C(C(=C1)C)C1(COC1)OCC1=C(C=CC=C1)OC(F)(F)F)F)C